C(C)(C)C(C(=O)OC(C)C)(C(C(=O)OC(C)C)C(C)C)C#N diisopropyl 2,3-diisopropyl-2-cyanosuccinate